(4-chlorophenyl)-2-(1H-1,2,4-triazole-1-yl)ethanone ClC1=CC=C(C=C1)C(CN1N=CN=C1)=O